FC1(CN(CC1(C)C)C=1C2=C(N=CN1)N=C(S2)SC)F 7-(3,3-difluoro-4,4-dimethyl-pyrrolidin-1-yl)-2-methylsulfanyl-thiazolo[4,5-d]pyrimidine